FC1=NN(C(=C1)C)C1=CC=C(C=N1)CN1C2CN(CC1C2)C2=CC=C(C=N2)C2=NC(=CC(=N2)NC2=NNC(=C2)C)C 2-(6-(6-((6-(3-fluoro-5-methyl-1H-pyrazol-1-yl)pyridin-3-yl)methyl)-3,6-diazabicyclo[3.1.1]heptan-3-yl)pyridin-3-yl)-6-methyl-N-(5-methyl-1H-pyrazol-3-yl)pyrimidin-4-amine